trans-2,3-dimethylacrylic acid C/C=C(\C)/C(=O)O